N1(C=NC=C1)C1=NC(=CC(=N1)C(=O)NC1CCN(CC1)S(=O)(=O)C)C 2-(1H-Imidazol-1-yl)-6-methyl-N-(1-(methylsulfonyl)piperidin-4-yl)pyrimidine-4-carboxamide